3'-vinyl-thymidine monophosphate P(=O)(O)(O)OC[C@@H]1[C@](C[C@@H](O1)N1C(=O)NC(=O)C(C)=C1)(O)C=C